COC=1C=C(C(=O)NC2=C(C(=O)NCCN3CCOCC3)C=CC=C2)C=CC1 2-[(3-methoxybenzoyl)amino]-N-(2-morpholin-4-ylethyl)benzamide